((S)-1-cyano-2-[(3S)-2-oxopyrrolidin-3-yl]ethyl)-4-methyl-2-(2-naphthylsulfonylamino)pentanamide C(#N)[C@@H](C[C@@H]1C(NCC1)=O)C(C(=O)N)(CC(C)C)NS(=O)(=O)C1=CC2=CC=CC=C2C=C1